6-(4-methoxypyridin-3-yl)-4-methyl-1-(4-((2R,3S)-2-methyl-3-((methylsulfonyl)methyl)azetidin-1-yl)-6-phenylpyridin-2-yl)-1H-pyrazolo[4,3-c]pyridine COC1=C(C=NC=C1)C1=CC2=C(C(=N1)C)C=NN2C2=NC(=CC(=C2)N2[C@@H]([C@H](C2)CS(=O)(=O)C)C)C2=CC=CC=C2